(E)-N-[2-Methyl-4-(1,3-dimethyl-1H-pyrazole-5-oxy)-5-chlorophenyl]formamidinium CC1=C(C=C(C(=C1)OC1=CC(=NN1C)C)Cl)NC=[NH2+]